Methyl 5-((diphenylmethylene)amino)-2-(hydroxy(1-((2-(trimethylsilyl)ethoxy)methyl)-1H-pyrrolo[2,3-b]pyridin-3-yl)methyl)thiazole-4-carboxylate C1(=CC=CC=C1)C(C1=CC=CC=C1)=NC1=C(N=C(S1)C(C1=CN(C2=NC=CC=C21)COCC[Si](C)(C)C)O)C(=O)OC